((S)-1-(((tert-butyldimethylsilyloxy)methyl)-2,2-difluorocyclopropyl)methoxy)-7-(8-chloro-3-(methoxymethoxy)naphthalen-1-yl)-6,8-difluoroquinazoline [Si](C)(C)(C(C)(C)C)OC[C@@]1(C(C1)(F)F)COC1=NC2=C(C(=C(C=C2C=N1)F)C1=CC(=CC2=CC=CC(=C12)Cl)OCOC)F